2-(4-fluorophenyl)-N-[4-(6-fluoro-3-phenyl-1H-pyrrolo[3,2-b]pyridin-2-yl)pyridin-2-yl]acetamide FC1=CC=C(C=C1)CC(=O)NC1=NC=CC(=C1)C1=C(C2=NC=C(C=C2N1)F)C1=CC=CC=C1